Cl.ClC=1C=C(C=CC1)N(C(=O)N1CC(C(CC1)(C1=CC(=CC=C1)OC)O)CN(C)C)C N-(3-chlorophenyl)-3-((dimethylamino)methyl)-4-hydroxy-4-(3-methoxyphenyl)-N-methylpiperidine-1-carboxamide hydrochloride